4-Chloro-2-(4-{[(4-cyanophenyl)amino]carbonyl}-1,5-dimethyl-1H-pyrrol-2-yl)benzoic acid ClC1=CC(=C(C(=O)O)C=C1)C=1N(C(=C(C1)C(=O)NC1=CC=C(C=C1)C#N)C)C